1-(4-(2,3-dimethylphenyl)piperazin-1-yl)-2-(3-(4-(2-hydroxyacetyl)piperazin-1-carbonyl)-4,5,6,7-tetrahydro-1H-indazol-1-yl)ethanone CC1=C(C=CC=C1C)N1CCN(CC1)C(CN1N=C(C=2CCCCC12)C(=O)N1CCN(CC1)C(CO)=O)=O